2'-amino-deoxyadenosine N[C@H]1[C@@H](O[C@@H]([C@H]1O)CO)N1C=NC=2C(N)=NC=NC12